N1=CN=C(C2=CC=CC(=C12)N)N Quinazoline-4,8-diamine